Cl.N[C@@H](CCC(=O)N[C@@H](C(=O)OC)CCC(=O)OC)C(=O)OC 1,5-dimethyl (2R)-2-[(4S)-4-amino-5-methoxy-5-oxopentanamido]pentanedioate hydrochloride